S(=O)(=O)(O)C1=CC=C(C)C=C1.C(C1=CC=CC=C1)OC([C@@H](N)C)=O alanine benzyl ester tosylate salt